(3S,4S)-5,5-difluoro-1-[4-({8-[(2R,3S)-3-(methanesulfonyl-methyl)-2-methylazetidin-1-yl]-5-(propan-2-yl)-2,7-naphthyridin-3-yl}amino)pyrimidin-2-yl]-4-methoxy-piperidin-3-ol FC1([C@H]([C@H](CN(C1)C1=NC=CC(=N1)NC=1N=CC2=C(N=CC(=C2C1)C(C)C)N1[C@@H]([C@H](C1)CS(=O)(=O)C)C)O)OC)F